BrC=1C(=C(C=CC1I)F)F 3-bromo-1,2-difluoro-4-iodo-benzene